FC=1C=C2C(=CN3C2=C(C1)CN(CC3)C(=O)N3CCC(CC3)CO)C=3C(NC(C3C3=CN=C1N3C=CC=C1)=O)=O 3-(9-fluoro-2-(4-(hydroxymethyl)piperidine-1-carbonyl)-1,2,3,4-tetrahydro-[1,4]diazepino[6,7,1-hi]indol-7-yl)-4-(imidazo[1,2-a]pyridin-3-yl)-1H-pyrrole-2,5-dione